(2R)-4-[6-bromo-2-chloro-3-[(1-methylpyrazol-4-yl)methyl]-4-oxo-quinazolin-8-yl]-2-methyl-piperazine-1-carboxylic acid benzyl ester C(C1=CC=CC=C1)OC(=O)N1[C@@H](CN(CC1)C=1C=C(C=C2C(N(C(=NC12)Cl)CC=1C=NN(C1)C)=O)Br)C